C1=COC(=C1)C2=C(OC=C2)C3=C(OC=C3)C4=CC=CO4 quaterfuran